iso-propenyl butyrate C(CCC)(=O)OC(=C)C